N-(methyl-d3)-5-(piperidin-4-yl)pyridineamide C(NC(=O)C1=NC=C(C=C1)C1CCNCC1)([2H])([2H])[2H]